tert-butyl 3-[[8-[(8-fluoro-2-methyl-imidazo[1,2-a]pyridin-6-yl)carbamoyl]quinoxalin-5-yl]-methyl-amino]piperidine-1-carboxylate FC=1C=2N(C=C(C1)NC(=O)C=1C=CC(=C3N=CC=NC13)N(C1CN(CCC1)C(=O)OC(C)(C)C)C)C=C(N2)C